octenoic acid amide C(C=CCCCCC)(=O)N